4-(Tert-butylcarbamoylmethyl)-6-bromophthalazin-1(2H)-one C(C)(C)(C)NC(=O)CC1=NNC(C2=CC=C(C=C12)Br)=O